(4,5-dibromo-1,2-phenylene)dimethanol BrC1=CC(=C(C=C1Br)CO)CO